2-(4-fluorophenyl)-6-isopropyl-3-oxo-2,3,4,5-tetrahydropyridazine-4-carboxylic acid methyl ester COC(=O)C1C(N(N=C(C1)C(C)C)C1=CC=C(C=C1)F)=O